2,4-diamino-6-piperidinopyrimidine-3-oxide NC1=NC(=CC(=[N+]1[O-])N)N1CCCCC1